1-(4-(trifluoromethoxy)benzyl)naphthalene-1,8-diamine FC(OC1=CC=C(CC2(CC=CC3=CC=CC(=C23)N)N)C=C1)(F)F